4,4-dimethyl-2-vinyl-4,5-dihydro-[1,3]oxazin-6-one CC1(N=C(OC(C1)=O)C=C)C